[Si](C)(C)(C(C)(C)C)O[C@H]1[C@@H]([C@@H](OC1(CO)CO)N1C(NC(C=C1)=O)=O)OC 1-[(2R,3S,4S)-4-[(tert-butyldimethylsilyl)oxy]-5,5-bis(hydroxymethyl)-3-methoxyoxolan-2-yl]-3H-pyrimidine-2,4-dione